[Cu]=O.[C] Carbon copper oxide